ClC=1C=C(C=C(C1OC=1C=C2CCN(C(C2=CC1)=O)CC=1C=NC=CC1)Cl)N1N=CC(NC1=O)=O (3,5-dichloro-4-((1-oxo-2-(pyridin-3-ylmethyl)-1,2,3,4-tetrahydroisoquinolin-6-yl)oxy)phenyl)-1,2,4-triazine-3,5(2H,4H)-dione